C(C)N(C1=C(C(=NC=N1)NC[C@@]1([C@H](CN(CC1)CC(=O)N)O)O)F)CC1=CC=C(C=C1)C(F)(F)F 2-((3S,4S)-4-(((6-(ethyl(4-(trifluoromethyl)benzyl)amino)-5-fluoropyrimidin-4-yl)amino)methyl)-3,4-dihydroxypiperidin-1-yl)acetamide